4-(bromomethyl)-2-(difluoromethoxy)-6-fluorobenzonitrile BrCC1=CC(=C(C#N)C(=C1)F)OC(F)F